ethyl 3-((4-butoxyphenyl)sulfonyl)-4-(3-hydroxy-[1,4'-bipiperidin]-1'-yl)quinoline-6-carboxylate C(CCC)OC1=CC=C(C=C1)S(=O)(=O)C=1C=NC2=CC=C(C=C2C1N1CCC(CC1)N1CC(CCC1)O)C(=O)OCC